Methyl 4-bromo-2-((2,4-dimethoxybenzyl)amino)-3,5,6-trifluorobenzoate BrC1=C(C(=C(C(=O)OC)C(=C1F)F)NCC1=C(C=C(C=C1)OC)OC)F